1,2-bisdiphenylphosphinoethane C1(=CC=CC=C1)P(CCP(C1=CC=CC=C1)C1=CC=CC=C1)C1=CC=CC=C1